N-phenylindolo[2,3-a]carbazole C1(=CC=CC=C1)N1C2=CC=CC=C2C2=CC=C3C(=C12)NC=1C=CC=CC13